4-[[4-[1-cyclopropyl-4-(trifluoromethyl)imidazol-2-yl]-3-fluoro-phenyl]methoxy]pyrimidine C1(CC1)N1C(=NC(=C1)C(F)(F)F)C1=C(C=C(C=C1)COC1=NC=NC=C1)F